1,7-bis(4,4,5,5-tetramethyl-1,3,2-dioxaborolan-2-yl)tricyclo[2.2.1.02,6]heptan-3-ol CC1(OB(OC1(C)C)C12C3C(C(CC31)C2B2OC(C(O2)(C)C)(C)C)O)C